N-butyllithium [Li+].CCC[CH2-]